ethyl 2-cyano-6-cyclopropyl-pyridine-3-carboxylate C(#N)C1=NC(=CC=C1C(=O)OCC)C1CC1